1-isopropyl-4-[[4-(trifluoromethyl)phenyl]methyl]indazole-3-carboxylic acid C(C)(C)N1N=C(C2=C(C=CC=C12)CC1=CC=C(C=C1)C(F)(F)F)C(=O)O